C(C)(C)(C)OC(=O)N1CC2(C1)CC(C2)=CC2=CC(=C(C=C2)C(=O)OC)OC(F)(F)F 6-[4-Methoxycarbonyl-3-(trifluoromethoxy)benzylidene]-2-azaspiro[3.3]heptane-2-carboxylic acid tert-butyl ester